FC(CO)(F)C=1C=C(C=CC1)[C@@H](C)NC1=NC(=NC=2C=3C(C(=CC12)C=1C=CC(N(C1)C)=O)=NN(C3)C(F)(F)F)C 5-(4-{[(1R)-1-[3-(1,1-difluoro-2-hydroxyethyl)phenyl]ethyl]amino}-2-methyl-8-(trifluoromethyl)-8H-pyrazolo[3,4-H]quinazolin-6-yl)-1-methyl-1,2-dihydropyridin-2-one